CN1CCC(CC1)N1N=C(N=C1C1CNCCO1)C1=CC=CC=C1 2-(1-(1-Methylpiperidin-4-yl)-3-phenyl-1H-1,2,4-triazol-5-yl)morpholin